4-(4-tert-butylphenyl)-6-methyl-1,2,3,5-tetrahydro-s-indacene C(C)(C)(C)C1=CC=C(C=C1)C1=C2CCCC2=CC=2C=C(CC12)C